COC(/C(/C(C(=O)OC)=O)=C/N(C)C)=O.C(C)C=1C(=NC(=NC1C)N1N=C(C(=C1C)CC)C)C 5-ethyl-2-(4-ethyl-3,5-dimethylpyrazol-1-yl)-4,6-dimethyl-pyrimidine (E)-dimethyl-2-(dimethylaminomethylene)-3-oxosuccinate